(pyrimidin-4-yl)methoxy-2H,2''H-[1,2':4',1''-terpyridine] N1=CN=C(C=C1)COC1N(C=CC=C1)C1=NC=CC(=C1)N1CC=CC=C1